ClC=1C=C(C=CC1N1CCCCC1)NC=1C=C2CN(C(C2=CC1)=O)C 5-((3-chloro-4-(piperidin-1-yl)phenyl)amino)-2-methylisoindolin-1-one